N-(5-chloro-2'-(3-(hydroxymethyl)piperidin-1-yl)-[4,4'-bipyridin]-2-yl)-4-methylbenzamide ClC=1C(=CC(=NC1)NC(C1=CC=C(C=C1)C)=O)C1=CC(=NC=C1)N1CC(CCC1)CO